C(#N)COC1=C(C(=C(C=C1)C1=CN=C2N1C=CN=C2NC2=CC(=C(C(=O)NCCNC(=O)[C@H]1NC[C@@H](C1)O)C=C2)C)F)F (2S,4R)-N-[2-[[4-[[3-[4-(cyanomethoxy)-2,3-difluorophenyl]imidazo[1,2-a]pyrazin-8-yl]amino]-2-methylbenzoyl]amino]ethyl]-4-hydroxypyrrolidine-2-carboxamide